C(CCC)NN(NCCCC)CCCC N,N-dibutylaminobutylamine